tert-butyl (5-(4-(trifluoromethyl)phenyl)thiazolo[5,4-b]pyridin-2-yl)carbamate FC(C1=CC=C(C=C1)C1=CC=C2C(=N1)SC(=N2)NC(OC(C)(C)C)=O)(F)F